2-((3-bromo-4-((3s,5r)-3,4,5-trimethylpiperazin-1-yl)phenyl)amino)-6-(2,6-dichlorophenyl)-8,9-dihydroimidazo[1,2-a]pyrimido[5,4-e]pyrimidin-5(6H)-one BrC=1C=C(C=CC1N1C[C@@H](N([C@@H](C1)C)C)C)NC=1N=CC=2C(N(C=3N(C2N1)CCN3)C3=C(C=CC=C3Cl)Cl)=O